[Cl-].[Cl-].C[Si](=[Zr+2](C1=C(C(=C(C1C)C)C)C)C1C=C(C2=CC=CC=C12)C1=CC=CC=C1)C dimethylsilylene(3-phenyl-1-indenyl)(2,3,4,5-tetramethyl-1-cyclopentadienyl)zirconium dichloride